tert-butyl 4-(3-{[(benzyloxy)carbonyl]amino}-6-bromo-2-fluorobenzoyl)piperidine-1-carboxylate C(C1=CC=CC=C1)OC(=O)NC=1C(=C(C(=O)C2CCN(CC2)C(=O)OC(C)(C)C)C(=CC1)Br)F